C(C=C)N1S(N(CC=2C=C(C=3C=CNC3C21)Cl)CC2CC(C2)O)(=O)=O 1-allyl-6-chloro-3-((3-hydroxycyclobutyl)methyl)-1,3,4,9-tetrahydro-[1,2,6]thiadiazino[4,3-g]indole 2,2-dioxide